C(C=CCCCCCCCCCCCCC)(=O)[O-].C(C=CCCCCCCCCCCCCC)(=O)[O-].[Al+2] aluminum di(hexadecenoate)